Cl.Cl.Cl.NC1CCC(CC1)CC(C)(C)NC[C@H](O)C1=CC=CC(=N1)C#N 6-((S)-2-((1-((1s,4R)-4-Aminocyclohexyl)-2-methylpropan-2-yl)amino)-1-hydroxyethyl)picolinonitrile trihydrochloride